dimethyl 2,6-decalinedicarboxylate C1C(CCC2CC(CCC12)C(=O)OC)C(=O)OC